3-[4-[2-[1-[2-(2,6-Dioxopiperidin-3-yl)-1,3-dioxoisoindol-5-yl]pyrrolidin-3-yl]ethyl]piperazin-1-yl]-N-[4-methoxy-6-(pyrazol-1-ylmethyl)-1,2-benzoxazol-3-yl]benzene-sulfonamide O=C1NC(CCC1N1C(C2=CC=C(C=C2C1=O)N1CC(CC1)CCN1CCN(CC1)C=1C=C(C=CC1)S(=O)(=O)NC1=NOC2=C1C(=CC(=C2)CN2N=CC=C2)OC)=O)=O